2-(2',3',4',6'-Tetra-O-benzoyl-β-D-glucopyranosyl)-5-(pyridin-2-yl)-1,3,4-oxadiazole C(C1=CC=CC=C1)(=O)O[C@H]1[C@@H](O[C@@H]([C@H]([C@@H]1OC(C1=CC=CC=C1)=O)OC(C1=CC=CC=C1)=O)COC(C1=CC=CC=C1)=O)C=1OC(=NN1)C1=NC=CC=C1